2-(2-fluoro-4-phenylpyridin-3-yl)imidazo[1,2-a]pyridine FC1=NC=CC(=C1C=1N=C2N(C=CC=C2)C1)C1=CC=CC=C1